C=C\C=C/C=C\C=C/C 4Z,7Z,10Z,13Z-nonatetraene